7-(2-(methylsulfonyl)ethyl)-7,9-dihydro-8H-purin-8-one CS(=O)(=O)CCN1C(NC2=NC=NC=C12)=O